SCCCOCC(COCCCO)(COCCCS)COCCCS 3-{3-(3-mercapto-propoxy)-2,2-bis-[(3-mercaptopropoxy)methyl]propoxy}-propan-1-ol